tellurium-iron [Fe].[Te]